(4R)-methyl-4-amino-2-methyl-5-phenylpentanoate COC(C(C[C@H](CC1=CC=CC=C1)N)C)=O